ClC1=C(C2=C(N(C=N2)CCC[C@H]2NCCC[C@@H]2O)C=C1)C (2R,3S)-2-(3-(5-chloro-4-methyl-1H-benzo[d]imidazol-1-yl)propyl)piperidin-3-ol